ClC1=CC(=C(C=C1)NCC#CC=1N(C2=CC=CC(=C2C1)NC1CCC(CC1)N(C)C)CC(F)(F)F)OC (1R,4R)-N4-(2-{3-[(4-chloro-2-methoxy-phenyl)amino]prop-1-yn-1-yl}-1-(2,2,2-trifluoro-ethyl)-1H-indol-4-yl)-N1,N1-dimethylcyclohexane-1,4-diamine